tungsten sulfide [W]=S